C(C1=CC=CC=C1)OC1=NC(=CC=C1C=1C=NC(=CC1)NC1CCC(CC1)C(=O)OC(C)(C)C)OCC1=CC=CC=C1 tert-butyl (1r,4r)-4-((2',6'-bis(benzyloxy)-[3,3'-bipyridin]-6-yl)amino)cyclohexane-1-carboxylate